tert-butyl (E)-2-(2,6-dimethyl-4-(3-(3-methyl-6-(propylthio)benzofuran-2-yl)-3-oxo prop-1-en-1-yl)phenoxy)-2-methylpropanoate CC1=C(OC(C(=O)OC(C)(C)C)(C)C)C(=CC(=C1)\C=C\C(=O)C=1OC2=C(C1C)C=CC(=C2)SCCC)C